FC1=C(C=CC(=C1)NC1=NC(=CC=C1[N+](=O)[O-])C1=CC=CC=C1)C1CN(C1)C(=O)OC(C)(C)C tert-butyl 3-[2-fluoro-4-[(3-nitro-6-phenyl-2-pyridyl) amino]phenyl]azetidine-1-carboxylate